(3R,4S)-1-(Benzylsulfonyl)-3-((dimethylamino)methyl)-4-(3-methoxyphenyl)piperidin-4-ol hydrochloride Cl.C(C1=CC=CC=C1)S(=O)(=O)N1C[C@H]([C@](CC1)(O)C1=CC(=CC=C1)OC)CN(C)C